benzyl ((6-bromo-1-isobutyryl-1H-indol-3-yl)methyl)(N,N-dimethylsulfamoyl)carbamate BrC1=CC=C2C(=CN(C2=C1)C(C(C)C)=O)CN(C(OCC1=CC=CC=C1)=O)S(N(C)C)(=O)=O